tert-butyl (S)-1-(7-chloro-8-methoxy-2-(2-methoxyacetyl)-1-methyl-2,3-dihydro-1H-pyrrolo[3,4-c]quinolin-4-yl)hydrazine-1-carboxylate ClC=1C(=CC=2C3=C(C(=NC2C1)N(N)C(=O)OC(C)(C)C)CN([C@H]3C)C(COC)=O)OC